C1(CC1)C(=O)C=1C=C2C(=NC1)N(C(=N2)C2=C(C=C(C=N2)C2=CC=C(C=C2)C2(CC2)C#N)S(=O)(=O)CC)C 1-[4-(6-{6-cyclopropanecarbonyl-3-methylimidazo[4,5-b]pyridin-2-yl}-5-(ethylsulfonyl)pyridin-3-yl)phenyl]cyclopropane-1-carbonitrile